ClC1=C2CCC3(C2=CC=C1)CC(C(CC3)C(=O)OC)=O Methyl 4'-chloro-3-oxo-2',3'-dihydrospiro[cyclohexane-1,1'-indene]-4-carboxylate